(1-(2-(bicyclo[2.2.1]hept-5-en-2-yl)acetyl)-4-((tris(4-methoxyphenyl)methoxy)methyl)piperidin-4-yl)methyl (2-cyanoethyl) diisopropylphosphoramidite C(C)(C)N(P(OCC1(CCN(CC1)C(CC1C2C=CC(C1)C2)=O)COC(C2=CC=C(C=C2)OC)(C2=CC=C(C=C2)OC)C2=CC=C(C=C2)OC)OCCC#N)C(C)C